(S)-N-methylserine CN[C@@H](CO)C(=O)O